C(C1=CC=CC=C1)N1C(C2=C(C=3C=CC=NC13)CCN(C2)CC=2N=CN(C2)C)=O 6-benzyl-3-((1-methyl-1H-imidazol-4-yl)methyl)-2,3,4,6-tetrahydropyrido[3,4-c][1,8]naphthyridin-5(1H)-one